8-methoxy-N,2,2-trimethyl-7-[3-(pyrrolidin-1-yl)propoxy]-1H,2H,3H-pyrrolo[3,2-c]quinolin-4-amine trifluoroacetate FC(C(=O)O)(F)F.COC1=CC=2C3=C(C(=NC2C=C1OCCCN1CCCC1)NC)CC(N3)(C)C